ClC1=NC(=C(C=C1F)Cl)F 2,5-dichloro-3,6-difluoro-pyridine